C1CC1CCC(C2=CC=CC=C2)(C3=CC(=C(C=C3)F)NC(=O)C4=CC(=NN4C5=CC=CC(=C5)CN)C(F)(F)F)O (+)-1-(3-(aminomethyl)phenyl)-N-(5-(3-cyclopropyl-1-hydroxy-1-phenylpropyl)-2-fluorophenyl)-3-(trifluoromethyl)-1H-pyrazole-5-carboxamide